2-chloro-4-{4-[(3-(4-methylpiperazin-1-yl)propyl)aminomethyl]phenyl}-7-phenyl-7H-pyrrolo[2,3-d]pyrimidine ClC=1N=C(C2=C(N1)N(C=C2)C2=CC=CC=C2)C2=CC=C(C=C2)CNCCCN2CCN(CC2)C